7-((4,4-bis(((Z)-oct-5-en-1-yl)oxy)butanoyl)oxy)-4-hydroxyheptyl 8-((2-butyloctanoyl)oxy)octanoate C(CCC)C(C(=O)OCCCCCCCC(=O)OCCCC(CCCOC(CCC(OCCCC\C=C/CC)OCCCC\C=C/CC)=O)O)CCCCCC